3-[(1S)-1-(dimethylamino)ethyl]phenyl N-ethyl-N-methylcarbamate C(C)N(C(OC1=CC(=CC=C1)[C@H](C)N(C)C)=O)C